C(C(=C)C)(=O)OCC(COC(C(=C)C)=O)O 1,3-dimethacryloxy-2-propanol